4-(3-(piperidine-1-carbonyl)pyrazolo[1,5-a]pyridin-7-yl)benzonitrile N1(CCCCC1)C(=O)C=1C=NN2C1C=CC=C2C2=CC=C(C#N)C=C2